N1(CCNCC1)C(=O)C1OCCC1 piperazin-1-yl(tetrahydrofuran-2-yl)methanone